2-[4-(1-ethoxyvinyl)-1-oxo-[1,2,4]triazino[4,5-a]indol-2-yl]-N-pyrimidin-4-yl-acetamide C(C)OC(=C)C1=NN(C(C=2N1C=1C=CC=CC1C2)=O)CC(=O)NC2=NC=NC=C2